Beta-estradiol C[C@]12CC[C@H]3[C@H]([C@@H]1CC[C@@H]2O)CCC4=C3C=CC(=C4)O